C(CCCCCCC\C=C/CCCCCCCC)(=O)OC=1C=C(C=CC1OC(CCCCCCC\C=C/CCCCCCCC)=O)/C=C/C(=O)O (E)-3-(3,4-bis(oleoyloxy)phenyl)propenoic acid